2-(3,3,3-trifluoro-2-methoxy-2-methylpropyl)isoindoline-1,3-dione FC(C(CN1C(C2=CC=CC=C2C1=O)=O)(C)OC)(F)F